tert-butyl (2R)-4-iodo-2-methylpiperidine-1-carboxylate tert-butyl-(2R)-4-hydroxy-2-methylpiperidine-1-carboxylate C(C)(C)(C)OC(=O)N1[C@@H](CC(CC1)O)C.IC1C[C@H](N(CC1)C(=O)OC(C)(C)C)C